4-(2-fluorophenyl)-4-oxobut-2-enoic acid FC1=C(C=CC=C1)C(C=CC(=O)O)=O